N-(3-(2-chloro-5-fluorophenyl)-1-oxo-2,3-dihydro-1H-pyrrolo[3,4-f]quinolin-4-yl)-3,4-dihydroquinolin-1(2H)-carboxamide ClC1=C(C=C(C=C1)F)C1NC(C2=C3C=CC=NC3=CC(=C21)NC(=O)N2CCCC1=CC=CC=C21)=O